ethyl 4-amino-5-bromo-1-(4-cyano-2,6-difluorophenyl)-1H-pyrazole-3-carboxylate NC=1C(=NN(C1Br)C1=C(C=C(C=C1F)C#N)F)C(=O)OCC